O1CCOC2=NC=C(C=C12)NC1=NC(=NC=C1)NC=1C=C(C(=C(C#N)C1)OC1CC(C1)N(C)C)OC 5-[4-(2,3-dihydro-1,4-dioxa-5-aza-7-naphthylamino)-2-pyrimidinylamino]-3-methoxy-2-[(1r,3r)-3-(dimethylamino)cyclobutoxy]benzonitrile